(Z)-1-(((1r,4r)-4-aminocyclohexyl)methyl)-3-((3,5-dimethyl-1H-pyrrol-2-yl)methylene)-6-(pyridin-4-yl)indol-2-one hydrochloride Cl.NC1CCC(CC1)CN1C(\C(\C2=CC=C(C=C12)C1=CC=NC=C1)=C/C=1NC(=CC1C)C)=O